6-((3-amino-2-chloro-6-fluorophenyl)amino)-3,5-dimethylquinazolin-4(3H)-one NC=1C(=C(C(=CC1)F)NC=1C(=C2C(N(C=NC2=CC1)C)=O)C)Cl